3-((6-Amino-2-chloro-3-methoxyphenyl)(hydroxy)methyl)-1-((S)-1-(2,4-difluorophenyl)ethyl)pyrrolidine-2,5-dione NC1=CC=C(C(=C1C(C1C(N(C(C1)=O)[C@@H](C)C1=C(C=C(C=C1)F)F)=O)O)Cl)OC